C(C)(=O)NCCCCC(NC(C(NC(CCOCCOCCOCCNC(COC1=CC=C2C(=CC=NC2=C1)C(NCC(=O)N1C(CCC1)B(O)O)=O)=O)=O)CCCCN)=O)C(=O)O 20-(4-acetamidobutyl)-17-(4-aminobutyl)-1-((4-((2-(2-boronopyrrolidin-1-yl)-2-oxoethyl)carbamoyl)quinolin-7-yl)oxy)-2,15,18-trioxo-6,9,12-trioxa-3,16,19-triazahenicosan-21-oic acid